C(C)N(CC)C(C)C N,N-diethyl-isopropylamine